D-cystein N[C@H](CS)C(=O)O